ClC1=C(C=C2C(=CNC2=C1)C(=O)O)C=1C(=NC(=CC1)N1CC2(C1)OCCC2)OC 6-chloro-5-(2-methoxy-6-(5-oxa-2-azaspiro[3.4]octan-2-yl)pyridin-3-yl)-1H-indole-3-carboxylic acid